C1(CC1)NC(C1=C(C=C(C=C1OC)C1=CN=C2N1C=CC(=C2)C(CN(C)CCO)(C)O)OC(F)F)=O N-cyclopropyl-2-(difluoromethoxy)-4-[7-[1-hydroxy-2-[2-hydroxyethyl-(methyl)amino]-1-methyl-ethyl]imidazo[1,2-a]pyridin-3-yl]-6-methoxybenzamide